2-[7-(4-fluoro-2-mesyl-phenoxy)-2-azaspiro[3.5]nonane-2-carbonyl]-7-oxa-2,5-diazaspiro[3.4]octan-6-one FC1=CC(=C(OC2CCC3(CN(C3)C(=O)N3CC4(C3)NC(OC4)=O)CC2)C=C1)S(=O)(=O)C